FC1=C(C=NN1C)N(S(=O)(=O)NC(=O)NC1=C(SC(=C1)C)C(C)C)C1CN(CCC1)C 1-[(5-Fluoro-1-methyl-1H-pyrazol-4-yl)(1-methylpiperidin-3-yl)sulfamoyl]-3-[5-methyl-2-(propan-2-yl)thiophen-3-yl]urea